N[C@@H](C)C1=C(C(=CC=C1)F)CO (S)-(2-(1-aminoethyl)-6-fluorophenyl)methanol